dicyclohexyl-([1,1'-biphenyl]-4-yl)phosphine 2-Methoxyethyl-5-((3-((2-cyanoethoxy)carbonyl)phenyl)carbamoyl)-2,6-dimethyl-4-phenyl-1,4-dihydropyridine-3-carboxylate COCCOC(=O)C1=C(NC(=C(C1C1=CC=CC=C1)C(NC1=CC(=CC=C1)C(=O)OCCC#N)=O)C)C.C1(CCCCC1)P(C1=CC=C(C=C1)C1=CC=CC=C1)C1CCCCC1